CC1=C(C=CC(=C1)C)S(=O)(=O)OC1CCC(CC1)NC(=O)OC(C)(C)C ((1r,4r)-4-((tert-butoxycarbonyl) amino) cyclohexyl) methyl-4-methylbenzenesulfonate